5'-bromo-7'-(chloromethyl)-2',3'-dihydro-1'H-spiro[cyclopropan-1,4'-isoquinoline]-1'-one BrC1=C2C3(CNC(C2=CC(=C1)CCl)=O)CC3